Cl.N[C@H]1[C@@H](N(CCC1)C=O)C ((2S,3R)-3-amino-2-methylpiperidin-1-yl)methanone hydrochloride